(R)-benzyl-serine C(C1=CC=CC=C1)N[C@H](CO)C(=O)O